FC1=C(C(=CC=C1C=1NC=CC1)F)[C-]1C=CC=C1.[CH-]1C=CC=C1.[Ti+2] 2,6-difluoro-3-pyrrolylphenyltitanocene